4-chloro-6-(2,4-difluorophenyl)pyridine-3-carbonitrile ClC1=C(C=NC(=C1)C1=C(C=C(C=C1)F)F)C#N